2-[3-(5-chloro-2-fluoro-phenyl)-1H-pyrazol-4-yl]-7-[4-(4-methylpiperazin-1-yl)-1-piperidyl]-1,5-naphthyridine ClC=1C=CC(=C(C1)C1=NNC=C1C1=NC2=CC(=CN=C2C=C1)N1CCC(CC1)N1CCN(CC1)C)F